N-(3-((2-((2,4-dimethoxy-5-nitrophenyl)amino)-5-methoxypyrimidin-4-yl)amino)-4-methoxyphenyl)-2,2,2-trifluoroacetamide COC1=C(C=C(C(=C1)OC)[N+](=O)[O-])NC1=NC=C(C(=N1)NC=1C=C(C=CC1OC)NC(C(F)(F)F)=O)OC